2-(3,4-dimethoxyphenyl)-3-(ethylsulfanyl)-4-phenyl-5-hydroxycyclopent-2-en-1-one COC=1C=C(C=CC1OC)C=1C(C(C(C1SCC)C1=CC=CC=C1)O)=O